FC1=C(C=C(C=C1)N1CCN(CC1)C)O 2-fluoro-5-(4-methylpiperazin-1-yl)phenol